5-bromo-1-cyclopropyl-1H-pyrazolo[3,4-b]pyridine BrC=1C=C2C(=NC1)N(N=C2)C2CC2